(2-(4-(4-oxo-3,4-dihydrophthalazin-1-yl)phenyl)propan-2-yl)carbamic acid tert-butyl ester C(C)(C)(C)OC(NC(C)(C)C1=CC=C(C=C1)C1=NNC(C2=CC=CC=C12)=O)=O